6-(2-(Trifluoromethoxy)benzylamino)-9-β-D-arabinofuranosylpurin FC(OC1=C(CNC2=C3N=CN(C3=NC=N2)[C@H]2[C@@H](O)[C@H](O)[C@H](O2)CO)C=CC=C1)(F)F